FC1=C(C=CC=C1)C=1OC2=C(C=C(C=C2C(C1C)=O)C)[C@@H](C)NC1=C(C=CC=C1)C=1N=NNN1 2-(2-Fluorophenyl)-3,6-dimethyl-8-[(1R)-1-[2-(2H-tetrazol-5-yl)anilino]ethyl]chromen-4-one